3-methyl-6-nitro-N-(pyridin-2-ylmethyl)pyridine-2-sulfonamide CC=1C(=NC(=CC1)[N+](=O)[O-])S(=O)(=O)NCC1=NC=CC=C1